1-{3-fluoro-4-[4-({[3-(trifluoromethoxy)phenyl]methyl}carbamoyl)-1H-1,2,3-triazol-1-yl]butyl}-N-{[4-(trifluoromethyl)pyridin-2-yl]methyl}-1H-1,2,3-triazole-4-carboxamide FC(CCN1N=NC(=C1)C(=O)NCC1=NC=CC(=C1)C(F)(F)F)CN1N=NC(=C1)C(NCC1=CC(=CC=C1)OC(F)(F)F)=O